P(=O)(OCC(CCCC)CC)(OC1=CC=C(C=C1)C)OC1=CC=C(C=C1)C 2-ethylhexyl di(p-tolyl) phosphate